(2-chlorophenyl)(1-hydroxycyclopentyl)methanone ClC1=C(C=CC=C1)C(=O)C1(CCCC1)O